ClC1=C(C=C2C=C(C(NC2=C1)=O)C=1C=C(C=CC1)CC(=O)NO)C1=CC=C(C=C1)C1=C(C=CC=C1)O 2-(3-(7-chloro-6-(2'-hydroxy-[1,1'-biphenyl]-4-yl)-2-oxo-1,2-dihydroquinolin-3-yl)phenyl)-N-hydroxyacetamide